C(#N)C1=CC(=C(C=C1)C=1C=NN(C1O)C1=NC=C(C(=O)O)C=C1)C(F)(F)F 6-(4-(4-cyano-2-(trifluoromethyl)phenyl)-5-hydroxy-1H-pyrazol-1-yl)nicotinic acid